FC=1C(=NC(=NC1)NC=1C=NN(C1C)CCN1CCOCC1)N1C=C(C2=CC(=CC=C12)NC(C=C)=O)C N-[1-[5-fluoro-2-[[5-methyl-1-(2-morpholinoethyl)pyrazol-4-yl]amino]pyrimidin-4-yl]-3-methyl-indol-5-yl]prop-2-enamide